C1(CCCCC1)C(COC)(COC)CCC(C(F)(F)F)C(F)(F)F 2-cyclohexyl-2-(3-trifluoromethyl-4,4,4-trifluorobutyl)-1,3-dimethoxypropane